((6-(difluoromethoxy)-2-(3'-((3-((3-hydroxypyrrolidin-1-yl)methyl)-1,7-naphthyridin-8-yl)amino)-2,2'-dimethyl-[1,1'-biphenyl]-3-yl)benzo[d]oxazol-5-yl)methyl)-D-proline FC(OC1=CC2=C(N=C(O2)C=2C(=C(C=CC2)C2=C(C(=CC=C2)NC=2N=CC=C3C=C(C=NC23)CN2CC(CC2)O)C)C)C=C1CN1[C@H](CCC1)C(=O)O)F